5-oxooxooxopentanone O=CCC(C(C=O)=O)=O